tert-butyl 4-((((2,5-dioxopyrrolidin-1-yl)oxy)carbonyl)oxy)piperidine-1-carboxylate O=C1N(C(CC1)=O)OC(=O)OC1CCN(CC1)C(=O)OC(C)(C)C